oxazolate O1C(=NC=C1)C(=O)[O-]